N[C@@H](CC1=CNC=N1)C(=O)O.C(CC)C1=NC=CN1CCC propyl-3-propyl-imidazole histidine salt